COC(C(OC)(OC)O)O trimethoxyethylene glycol